Methyl 3-(7-(2-(cycloheptylamino)-2-oxoethoxy) naphthalen-2-yl)-3-(7-methyl-2,3-dihydrobenzo[b][1,4]dioxin-6-yl)propanoate C1(CCCCCC1)NC(COC1=CC=C2C=CC(=CC2=C1)C(CC(=O)OC)C1=CC2=C(OCCO2)C=C1C)=O